BrC1=CC=2NC(N(C(C2S1)=O)C=1C2=C(C=NC1)C=NN2C)=O 6-Bromo-3-(1-methylpyrazolo[4,3-c]pyridin-7-yl)-1H-thieno[3,2-d]pyrimidine-2,4-dione